1-(9-(4-amino-5-(4-fluorophenyl)-7-methylpyrrolo[2,1-f][1,2,4]triazin-6-yl)-3-azaspiro[5.5]undec-8-en-3-yl)prop-2-en-1-one NC1=NC=NN2C1=C(C(=C2C)C2=CCC1(CCN(CC1)C(C=C)=O)CC2)C2=CC=C(C=C2)F